O1N(CCC1)CCC(=O)O 3-ISOXAZOLIDIN-2-YLPROPANOIC ACID